C(C)(C)(C)S(=O)N([C@H](C)C1=NC=C(C(=C1)B(O)O)C)CC (2-((1R)-1-((tert-butylsulfinyl)(ethyl)amino)ethyl)-5-methylpyridin-4-yl)boronic acid